1-[(2E,4E)-5-(1,3-benzodioxol-5-yl)-1-oxo-2,4-pentadienyl]piperidine O1COC2=C1C=CC(=C2)/C=C/C=C/C(=O)N2CCCCC2